ClC=1C=C(C=CC1F)NC(=O)[C@@H]1N(S(N[C@@H](C1)C=1SC(=CN1)C1=NC=CC=C1)(=O)=O)C Cis-N-(3-chloro-4-fluorophenyl)-2-methyl-5-(5-(pyridin-2-yl)thiazol-2-yl)-1,2,6-thiadiazinane-3-carboxamide 1,1-dioxide